NCCCCCC(=O)N1[C@@H](CC(C1)O)C(=O)O N-(aminohexanoyl)-4-hydroxyproline